isopropyl (2-((3-(3-methoxypyridin-4-yl)pyrazolo[1,5-a]pyrimidin-5-yl)amino)ethyl)(methyl)carbamate COC=1C=NC=CC1C=1C=NN2C1N=C(C=C2)NCCN(C(OC(C)C)=O)C